BrC1=CC=CC2=C1COCCN2C2=NC(=NC1=CC=C(C=C21)F)Cl 6-Bromo-1-(2-chloro-6-fluoro-quinazolin-4-yl)-3,5-dihydro-2H-4,1-benzoxazepine